C(C=C)OCC=C diallyl ether